3,12-TRIDECADIENENITRILE C(CC=CCCCCCCCC=C)#N